C(#N)C=1C=NN2C1C(=CC(=C2)NCC(=O)N(C)C)OCC2=CC=C(C=C2)OC 2-((3-cyano-4-((4-methoxybenzyl)oxy)pyrazolo[1,5-a]pyridin-6-yl)amino)-N,N-dimethylacetamide